bispyrrolidine tetrafluoroborate salt F[B-](F)(F)F.N1CCCC1.N1CCCC1